OCC(CO)(COCC(CO)(CO)CO)CO 2,2,6,6-tetrakis(hydroxymethyl)-4-oxaheptane-1,7-diol